FC(C1=C(C=CC(=C1)C(F)(F)F)C(C)N1N=CC(=C1C)NC(C1=CN=CC(=C1)C=1OC=CC1)=O)(F)F N-(1-(1-(2,4-bis(trifluoromethyl)phenyl)ethyl)-5-methyl-1H-pyrazol-4-yl)-5-(furan-2-yl)nicotinamide